CC=1C(N(C(N(C1Br)CC(=O)[O-])=O)CC(C)C)=O (5-Methyl-bromo-3-isobutyl-2,4-dioxo-3,4-dihydro-2H-pyrimidin-1-yl)-acetate